CC=1C=C(C=NC1)C1=CC=2N(C=C1)N=C(C2)NC(=O)NCCOC=2C=NC=CC2 1-(5-(5-methylpyridin-3-yl)pyrazolo[1,5-A]pyridin-2-yl)-3-(2-(pyridin-3-yloxy)ethyl)urea